ethyl 2,3-dibutylheptanoate C(CCC)C(C(=O)OCC)C(CCCC)CCCC